N-[(5S,8S,10aR)-8-[[(1S)-3-carbamoyl-1-(pyridin-2-yl)propyl]carbamoyl]-6-oxo-octahydro-1H-pyrrolo[1,2-a][1,5]diazocin-5-yl]carbamic acid tert-butyl ester C(C)(C)(C)OC(N[C@H]1CNCC[C@@H]2N(C1=O)[C@@H](CC2)C(N[C@@H](CCC(N)=O)C2=NC=CC=C2)=O)=O